ClS(=O)(=O)C=1C(=NC(=CC1)C)OCCCCCN(C(OCCCC)=O)C1CCC(CC1)(F)F butyl (5-((3-(chlorosulfonyl)-6-methylpyridin-2-yl)oxy)pentyl)(4,4-difluorocyclohexyl)carbamate